methyl (1,2-dimethyl-2,3-epoxycyclopentenyl)acetate CC=1C2(C(CC1)(O2)CC(=O)OC)C